2-(((S)-2-(4-cyanophenyl)propyl)amino)-N-(2-carbonyl-2,3-dihydrobenzo[d]oxazol-6-yl)-2-phenylacetamide C(#N)C1=CC=C(C=C1)[C@@H](CNC(C(=O)NC1=CC2=C(NC(O2)=C=O)C=C1)C1=CC=CC=C1)C